1-(3-fluoro-2-((1-methyl-1H-pyrazol-5-yl)amino)phenyl)cyclohexane-1-carboxylic acid FC=1C(=C(C=CC1)C1(CCCCC1)C(=O)O)NC1=CC=NN1C